N-(2-(2-(2-azidoethoxy)ethoxy)ethyl)-5-(bis(2-chloroethyl)amino)benzofuran-2-carboxamide N(=[N+]=[N-])CCOCCOCCNC(=O)C=1OC2=C(C1)C=C(C=C2)N(CCCl)CCCl